FC=1C=C2CC3(CNC2=CC1)CCOCC3 6'-Fluoro-2,2',3,4',5,6-hexahydro-1'H-spiro[pyran-4,3'-quinoline]